BrC/C=C/C(=O)O 4-bromo-trans-crotonic acid